SC=1C=NC2=CC=CC=C2C1 3-Mercaptoquinoline